[3-[(1S)-2-[[(R)-(3-fluorophenyl)-[(3R)-1,2,3,4-tetrahydropyrido[2,3-b]pyrazin-3-yl]methyl]amino]-1-methyl-ethyl]phenyl]-2-methyl-propanoic acid FC=1C=C(C=CC1)[C@H]([C@H]1CNC2=C(N1)N=CC=C2)NC[C@@H](C)C=2C=C(C=CC2)C(C(=O)O)(C)C